4-oxo-piperidine-1,3-dicarboxylic acid 1-tert-butyl 3-ethyl ester C(C)OC(=O)C1CN(CCC1=O)C(=O)OC(C)(C)C